F[C@@]1(C[C@H](NC1=O)COC1=C2C=C(C(=CC2=CC=C1)C(=O)N)OC)CC(F)(F)F 5-{[(2S,4S)-4-fluoro-5-oxo-4-(2,2,2-trifluoroethyl)pyrrolidin-2-yl]methoxy}-3-methoxynaphthalene-2-carboxamide